NC1=C(C(=CC=C1)Cl)N(S(=O)(=O)C)C N-(2-amino-6-chlorophenyl)-N-methylmethanesulfonamide